C(CC)(=O)OC=C Vinyl propionate